CC1=NN=C(O1)CSC=1NC(C2=C(N1)CCC2)=O 2-{[(5-methyl-1,3,4-oxadiazol-2-yl)methyl]sulfanyl}-3H,5H,6H,7H-cyclopenta[d]pyrimidin-4-one